(1R,3S)-3-(5-{2-[3-(benzyloxy)-5-(difluoromethoxy)-2-formylphenoxy]acetamido}-1-tert-butylpyrazol-3-yl)cyclopentyl N-isopropylcarbamate C(C)(C)NC(O[C@H]1C[C@H](CC1)C1=NN(C(=C1)NC(COC1=C(C(=CC(=C1)OC(F)F)OCC1=CC=CC=C1)C=O)=O)C(C)(C)C)=O